C(C)(C)(C)OC(=O)N1CCC(CC1)(C(NC=1N(C(C=CC1)=O)C)=O)C 4-methyl-4-[N-(1-methyl-6-oxo-1,6-dihydropyridin-2-yl)carbamoyl]piperidine-1-carboxylic acid tert-butyl ester